4-[[(1R)-1-[3-(difluoromethyl)-2-fluoro-phenyl]ethyl]amino]-6-[(3R)-3-(difluoromethyl)tetrahydrofuran-3-yl]-2-methyl-pyrido[3,4-d]pyridazine-1,7-dione FC(C=1C(=C(C=CC1)[C@@H](C)NC1=NN(C(C=2C1=CN(C(C2)=O)[C@]2(COCC2)C(F)F)=O)C)F)F